(Z)-3-fluoro-4-(4-(3-(methylsulfonyl)phenyl)-2-(trifluoromethyl)-1H-benzo[d]imidazol-1-yl)but-2-en-1-amine F\C(=C/CN)\CN1C(=NC2=C1C=CC=C2C2=CC(=CC=C2)S(=O)(=O)C)C(F)(F)F